2-(4-(2-(Aminomethyl)-4-oxo-3,4-dihydropyrido[2,3-d]pyrimidin-7-yl)-1-methyl-1H-pyrazole-5-yl)-4-chloro-3-fluoro-6-(1-methylcyclopropoxy)benzonitrile NCC=1NC(C2=C(N1)N=C(C=C2)C=2C=NN(C2C2=C(C#N)C(=CC(=C2F)Cl)OC2(CC2)C)C)=O